1-(3-(4-chloro-3-ethyl-1H-pyrrolo[2,3-b]pyridin-5-yl)phenyl)-4-(3-(piperidin-4-yloxy)propyl)piperazin-2-one ClC1=C2C(=NC=C1C=1C=C(C=CC1)N1C(CN(CC1)CCCOC1CCNCC1)=O)NC=C2CC